C1OCCC12CCN(CC2)C2=CC(=NC=N2)N2NC=C(C2=O)N2N=NC=C2 2-(6-(2-oxa-8-azaspiro[4.5]decan-8-yl)pyrimidin-4-yl)-4-(1H-1,2,3-triazol-1-yl)-1,2-dihydro-3H-pyrazol-3-one